C(C)[Al]C1=CC=CC2=CC=CC=C12 ethyl-(1-naphthyl)aluminum